BrC1=CC=C(C(=C1CN(C(OC(C)(C)C)=O)CCC1=NC(=CC=C1[N+](=O)[O-])OC)Cl)Cl tert-butyl (6-bromo-2,3-dichlorobenzyl)(2-(6-methoxy-3-nitropyridin-2-yl)ethyl)carbamate